(S)-3-(phenylmethyl-((S)-1-phenylethyl)amino)heptan-1-ol C1(=CC=CC=C1)CN([C@H](CCO)CCCC)[C@@H](C)C1=CC=CC=C1